8-(3,8-Diazabicyclo[3.2.1]oct-3-yl)-2-(1-methyl-1H-pyrazol-4-yl)imidazo[1,2-b]pyridazine hydrochloride Cl.C12CN(CC(CC1)N2)C=2C=1N(N=CC2)C=C(N1)C=1C=NN(C1)C